CC1=CC2=NC=C(C=C2N1C(=O)OC(C)(C)C)CN1CCCC1 tert-Butyl 2-methyl-6-(pyrrolidin-1-ylmethyl)-1H-pyrrolo[3,2-b]pyridine-1-carboxylate